C1(=CC=C(C=C1)OC1=C(C=C2CCC(C2=C1)OP(=O)(NCCBr)NCCBr)[N+](=O)[O-])C1=CC=CC=C1 di((2-bromoethyl)amino)phosphinic acid 6-([1,1'-biphenyl]-4-yloxy)-5-nitro-2,3-dihydro-1H-inden-1-yl ester